C(CCCCCCCCCCCCCCCCCCCCC)OC(CCCCCCCCCCCCCCCCCCCCCCCCCCCCCCCCCCCCCCC)=O.CCCCCCCCCCCCCCCCCCCCCCCCCCCCCCCCCCCCCCCC tetracontane behenyl-tetracontanoate